CN(C1=CC=NC2=CN=CC=C12)C(C)C N-methyl-N-(prop-2-yl)-1,7-naphthyridin-4-amine